1-(2-aminopyrimidin-4-yl)-2-bromoethanone NC1=NC=CC(=N1)C(CBr)=O